2-methyl-N-phenyl(propionamidine) dihydrochloride Cl.Cl.CC1=C(C=CC=C1)NC(CC)=N